ferric phosphate sulfur oxygen magnesium [Mg].[O].[S].P(=O)([O-])([O-])[O-].[Fe+3]